2-O-β-D-glucopyranosyl-L-ascorbic acid [C@@H]1([C@H](O)[C@@H](O)[C@H](O)[C@H](O1)CO)OC=1C(=O)O[C@@H](C1O)[C@@H](O)CO